(R)-2-(4-(2-Hydroxy-8-(trifluoromethyl)-5H-[1]benzopyrano[4,3-c]quinolin-5-yl)phenoxy)acetaldehyde OC=1C=CC=2C3=C(C=NC2C1)C1=C(O[C@@H]3C3=CC=C(OCC=O)C=C3)C=C(C=C1)C(F)(F)F